CC1=C(OC(C(=O)O)(C)C)C(=CC(=C1)CN1N=CN(C1=O)C1=CC=C(C=C1)S(=O)(=O)C)C 2-(2,6-Dimethyl-4-((4-(4-(methyl-sulfonyl)phenyl)-5-oxo-4,5-dihydro-1H-1,2,4-triazol-1-yl)methyl)phenoxy)-2-methylpropionic acid